(2S,11aR)-2-(benzyloxy)-6-(cyclopropylmethoxy)-7-fluoro-8-methyl-2,3,11,11a-tetrahydro-1H,5H-benzo[f]Pyrrolo[2,1-c][1,4]oxazepin-5-one C(C1=CC=CC=C1)O[C@H]1C[C@@H]2COC3=C(C(N2C1)=O)C(=C(C(=C3)C)F)OCC3CC3